N-[3-fluoro-4-[(7-methoxy-1,5-naphthyridin-4-yl)oxy]phenyl]-5-(4-fluorophenyl)-1-methyl-6-(methylamino)-4-oxopyridine-3-carboxamide FC=1C=C(C=CC1OC1=CC=NC2=CC(=CN=C12)OC)NC(=O)C1=CN(C(=C(C1=O)C1=CC=C(C=C1)F)NC)C